N[C@@H]1[C@@H](C[C@H](CC1)C(=O)N(C)C)N=[N+]=[N-] (1S,3R,4S)-4-amino-3-azido-N,N-dimethylcyclohexylformamide